N-((3S,4s)-4-amino-1-(5-(3-cyano-6-ethoxypyrazolo[1,5-a]pyridin-4-yl)pyridin-2-yl)pyrrolidin-3-yl)-3-methylbutanamide N[C@@H]1[C@H](CN(C1)C1=NC=C(C=C1)C=1C=2N(C=C(C1)OCC)N=CC2C#N)NC(CC(C)C)=O